tertbutyl (2S)-2-(1-((trimethylsilyl)methyl)-1H-1,2,3-triazol-4-yl)-4',5'-dihydrospiro[piperidine-4,7'-thieno[2,3-c]pyran]-1-carboxylate C[Si](C)(C)CN1N=NC(=C1)[C@H]1N(CCC2(OCCC3=C2SC=C3)C1)C(=O)OC(C)(C)C